ClCCC/C=C/C=1C=C2C(=C(N(C2=CC1)C(=O)OC(C)(C)C)C=1C=C(C=2N(C1)N=CN2)C)C(C)C (E)-tert-butyl 5-(5-chloropent-1-en-1-yl)-3-isopropyl-2-(8-methyl-[1,2,4]triazolo[1,5-a]pyridin-6-yl)-1H-indole-1-carboxylate